mesitylenesulfinamide C1(=C(C(=CC(=C1)C)C)S(=O)N)C